C(C1=CC=CC=C1)SC1=C(C=CC(=C1)[N+](=O)[O-])C=1OC(=NN1)C(F)(F)F [2-(benzylsulfanyl)-4-nitrophenyl]-5-(trifluoromethyl)-1,3,4-oxadiazole